FC(C1=NN(C=C1C(=O)NC1=C2C(CC(C2=CC=C1)(C)C)C)C)F 3-(difluoromethyl)-1-methyl-N-(1,1,3-trimethyl-indan-4-yl)pyrazole-4-carboxamide